CN(CC(=O)N1CC(OCC1)C=1C=C2C(=C(NC2=CC1)C=1C=C(C=2N(C1)N=CN2)C)C(C)C)C 2-(dimethylamino)-1-(2-(3-isopropyl-2-(8-methyl-[1,2,4]triazolo[1,5-a]pyridin-6-yl)-1H-indol-5-yl)morpholino)ethanone